C1(CC1)NS(=O)(=O)C1=CC=C(C=C1)NC(C1=CC(=C(C=C1)OC)I)=O N-(4-(N-cyclopropylsulfamoyl)phenyl)-3-iodo-4-methoxybenzamide